ClC1=C(C=CC=C1)[C@H]1CC[C@H](N1C(=O)C1=CC=C(C=C1)C1=C(C=CC=C1)F)C(=O)O (2S,5R)-5-(2-chlorophenyl)-1-(2'-fluoro-[1,1'-biphenyl]-4-carbonyl)pyrrolidine-2-carboxylic acid